C(C)(C)(C)OC(=O)N[C@H](C(=O)O)CCCNC(=O)OC(C)(C)C (2S)-2,5-bis[(tert-butoxycarbonyl)amino]pentanoic acid